NC1=NC=2C=NC(=CC2C2=C1[C@@H](OC2)C)C(=O)N2[C@H](COCC2)C2=CC(=C(C=C2)F)C(F)(F)F ((3S)-4-amino-3-methyl-1,3-dihydrofuro[3,4-c][1,7]naphthyridin-8-yl)((3S)-3-(4-fluoro-3-(trifluoromethyl)phenyl)-4-morpholinyl)methanone